NC1=NC=2C=CC(=CC2C2=C1[C@H](OC2)C)C(=O)N2C[C@H]([C@@H](C2)O)C2=CC=C(C=C2)Cl ((3R)-4-amino-3-methyl-1,3-dihydrofuro[3,4-c]quinolin-8-yl)((3R,4S)-3-(4-chlorophenyl)-4-hydroxy-1-pyrrolidinyl)methanone